C12(CC3CC(CC(C1)C3)C2)CN2N=CC(=C2C)C2=CN=C(C(=C2C(=O)OC)O)NC=2C=NC(=CC2)NC=2SC3=C(N2)C=CC=C3 methyl 5-(1-(adamantan-1-ylmethyl)-5-methyl-1H-pyrazol-4-yl)-2-((6-(benzo[d]thiazol-2-ylamino)pyridin-3-yl)amino)-3-hydroxyisonicotinate